N-(2-fluoro-4-(5-(trifluoromethyl)-1,3,4-oxadiazol-2-yl)benzyl)-N-(pyrimidin-5-yl)methanesulfonamide FC1=C(CN(S(=O)(=O)C)C=2C=NC=NC2)C=CC(=C1)C=1OC(=NN1)C(F)(F)F